5-BROMO-2-METHYL-2H-INDAZOLE-3-CARBALDEHYDE BrC1=CC2=C(N(N=C2C=C1)C)C=O